3-ethyl-2-oxo-2,3-dihydro-1H-benzo[d]imidazol C(C)N1C(NC2=C1C=CC=C2)=O